bis(2-methyl-1-pyrrolidinyl)-2,5-xylidinoquinoline CC1N(CCC1)C1=C(C(=NC2=CC=CC=C12)NC=1C(=CC=C(C1)C)C)N1C(CCC1)C